4-bromo-N-(2-hydroxycyclohexyl)-3-methylbenzenesulfonamide BrC1=C(C=C(C=C1)S(=O)(=O)NC1C(CCCC1)O)C